C(C)(C)(C)OC(=O)NC=1C=C(C=NC1C=C)C(=O)OC methyl 5-{[(tert-butoxy)carbonyl]amino}-6-ethenylpyridine-3-carboxylate